C(C)(C)(C)S(=O)(=O)C1(CC1)CN1C(C2=C(CC1)C(=CS2)C(=O)NCC2=CC=C(C=C2)Cl)=O 6-((1-(tert-butylsulfonyl)cyclopropyl)methyl)-N-(4-chlorobenzyl)-7-oxo-4,5,6,7-tetrahydrothieno[2,3-c]pyridine-3-carboxamide